1-(4-(trifluoromethyl)phenyl)-3-(5-(4-(trimethylsilyl)phenyl)-1H-indol-3-yl)urea FC(C1=CC=C(C=C1)NC(=O)NC1=CNC2=CC=C(C=C12)C1=CC=C(C=C1)[Si](C)(C)C)(F)F